7-nitro-3-[(2R,3R)-3-(2,4-difluorophenyl)-3-hydroxy-4-(1,2,4-triazol-1-yl)-2-butyl]1,2,3-benzotriazin-4-one [N+](=O)([O-])C1=CC2=C(C(N(N=N2)[C@H](C)[C@@](CN2N=CN=C2)(O)C2=C(C=C(C=C2)F)F)=O)C=C1